6-Acetamido-4-((1-ethyl-7-methoxy-1H-indazol-6-yl)amino)-N-(methyl-d3)nicotinamide tert-butyl-3-acryl-2-methyl-1-oxa-3,8-diazaspiro[4.5]decane-8-carboxylate C(C)(C)(C)OC(=O)N1CCC2(CN(C(O2)C)C(=O)C=C)CC1.C(C)(=O)NC1=NC=C(C(=O)NC([2H])([2H])[2H])C(=C1)NC1=CC=C2C=NN(C2=C1OC)CC